BrC=1N(C(=CN1)CO[Si](C)(C)C(C)(C)C)COCC[Si](C)(C)C 2-bromo-5-(((tert-butyldimethylsilyl)oxy)methyl)-1-((2-(trimethylsilyl)ethoxy)methyl)-1H-imidazole